3-(3,4-dihydro-2H-1,5-benzodioxepin-7-ylsulfanyl)pyridazine-4-carboxylic acid O1CCCOC2=C1C=CC(=C2)SC=2N=NC=CC2C(=O)O